Di(maleimido)benzene C1(C=CC(N1C1=C(C=CC=C1)N1C(C=CC1=O)=O)=O)=O